CO[C@@H]1C[C@@H](CC1)NC=1C2=C(N=C(N1)C=1N(C=CN1)C)SC=C2 |r| rac-N-((1R,3S)-3-methoxycyclopentyl)-2-(1-methyl-1H-imidazol-2-yl)thieno[2,3-d]pyrimidin-4-amine